C(C)C=1C=CC(=C(C1)S(=O)(=O)NC1=NOC2=C1C(=CC(=C2)CN2N=CC(=C2)CNC(OC(C)(C)C)=O)OC)OCC=2C=NC=CC2 tert-Butyl ((1-((3-((5-ethyl-2-(pyridin-3-ylmethoxy)phenyl)sulfonamido)-4-methoxybenzo[d]isoxazol-6-yl)methyl)-1H-pyrazol-4-yl)methyl)carbamate